ClC1=C(C=C(C=C1)N1C(N(C(N(C1=O)C)=S)C)=O)C1=NOC(C1)(C(=O)OCC)C Ethyl 3-[2-chloro-5-(3,5-dimethyl-2,6-dioxo-4-thioxo-1,3,5-triazinan-1-yl)phenyl]-5-methyl-4H-isoxazole-5-carboxylate